C(CCCCCCCCCC=CCCCCCCCC)(=O)OCCCCCCCCCCCCCCCCCCCCCCCCCCCCCCCCCCCC hexatriacontyl eicos-11-enoate